OC1=C(C(=CC(=C1)C)C)C1=CC=C(N=N1)NCCC1=CC=C(C=C1)S(=O)(=O)N 4-(2-((6-(2-hydroxy-4,6-dimethylphenyl)pyridazin-3-yl)amino)ethyl)benzenesulfonamide